Benzylammonium iodide [I-].C(C1=CC=CC=C1)[NH3+]